FC1(CCN(CC1)C=1OC2=C(N1)C=C(C=C2)NC(=O)C=2C=CC1=C(N(CCO1)C)C2)F 4-methyl-3,4-dihydro-2H-benzo[1,4]oxazine-6-carboxylic acid [2-(4,4-difluoro-piperidin-1-yl)-benzooxazol-5-yl]-amide